ClC=1C(=C(C(=C(C1C)C(OCC)OCC)O)C/C=C(/C=C/[C@@]1([C@H](C(CC[C@H]1C)=O)C)C)\C)OCF (2R,3R,4R)-3-[(1E,3E)-5-[3-chloro-5-(diethoxymethyl)-2-(fluoromethoxy)-6-hydroxy-4-methylphenyl]-3-methylpent-1,3-dien-1-yl]-2,3,4-trimethylcyclohexan-1-one